COCC=1C=C(C=CC1)C=1C=C2C(=CNC2=CC1)NC(CC)=O N-(5-(3-(methoxymethyl)phenyl)-1H-indol-3-yl)propanamide